CN(C)CC=1SC=C(N1)C(S(=O)(=O)O)CCN 2-(dimethylaminomethyl)-4-(2-aminoethylsulfomethyl)thiazole